ClC=1C(=C(CN2CCC(CC2)(C(=O)O)CC2=NC(=NC(=C2F)C2(CCC2)O)NC2=NNC(=C2)C)C=CC1)F 1-(3-chloro-2-fluorobenzyl)-4-((5-fluoro-6-(1-hydroxycyclobutyl)-2-((5-methyl-1H-pyrazol-3-yl)amino)pyrimidin-4-yl)methyl)piperidine-4-carboxylic acid